C12CC(CC(CC1)O2)OC(=O)C2=C(NC=1C[C@H](CC(C1[C@@H]2C2=CC(=CC=C2)O)=O)C2=C(C=CC=C2)OC)C (4S,7R)-4-(3-hydroxyphenyl)-7-(2-methoxyphenyl)-2-methyl-5-oxo-1,4,5,6,7,8-hexahydroquinoline-3-carboxylic acid 8-oxabicyclo[3.2.1]oct-3-yl ester